N-((1R,3s,5S)-8-azabicyclo[3.2.1]oct-3-yl)-3-chloro-N-methyl-4-((1R,2R)-2-(2-methylthieno[2,3-d]pyrimidin-4-yl)cyclopropyl)benzamide [C@H]12CC(C[C@H](CC1)N2)N(C(C2=CC(=C(C=C2)[C@H]2[C@@H](C2)C=2C1=C(N=C(N2)C)SC=C1)Cl)=O)C